Cl.Cl.CN1C(CN(CC1)C)CC(=O)O (1,4-dimethylpiperazin-2-yl)acetic acid dihydrochloride